3-amino-5-(6-(tert-butylsulfonyl)-7-methoxyimidazo[1,2-a]pyridin-3-yl)benzamide NC=1C=C(C(=O)N)C=C(C1)C1=CN=C2N1C=C(C(=C2)OC)S(=O)(=O)C(C)(C)C